[N+](=O)([O-])C=1C=CC=C2C(C=COC12)=O 8-nitro-4H-chromen-4-one